2-(3-(2-(2-aminoethoxy)ethoxy)propionylamino)-N-(3-methyl-1,2,4-thiadiazol-5-yl)benzamide 3-methanesulfonylpropyl-methanesulfonate CS(=O)(=O)CCCCS(=O)(=O)O.NCCOCCOCCC(=O)NC1=C(C(=O)NC2=NC(=NS2)C)C=CC=C1